NC1=C(N=C2C(=N1)NC=C2)C(=O)NCC2=NC1=C(N2CC)C=CC=C1 3-amino-N-[(1-ethyl-1H-1,3-benzodiazol-2-yl)methyl]-5H-pyrrolo[2,3-b]pyrazine-2-carboxamide